1-(5-tert-butyl-2H-pyrazol-3-yl)-3-{4-[5-(2-{2-[2-(2,6-dioxopiperidin-3-yl)-1,3-dioxo-2,3-dihydro-1H-isoindol-4-ylamino]ethoxy}-ethoxy)-benzoimidazol-1-yl]-phenyl}-urea C(C)(C)(C)C=1C=C(NN1)NC(=O)NC1=CC=C(C=C1)N1C=NC2=C1C=CC(=C2)OCCOCCNC2=C1C(N(C(C1=CC=C2)=O)C2C(NC(CC2)=O)=O)=O